1-(4-(8-amino-3-isopropyl-5-(4-(methylamino)cyclohex-1-en-1-yl)imidazo[1,5-a]pyrazin-1-yl)-2-fluorophenyl)-3-phenylurea NC=1C=2N(C(=CN1)C1=CCC(CC1)NC)C(=NC2C2=CC(=C(C=C2)NC(=O)NC2=CC=CC=C2)F)C(C)C